C1(OC[C@H](C)O1)=O (S)-propylene carbonate